Oleyl Sulfate Glyceryl-Erucate C(C(O)CO)OC(CCCCCCCCCCC\C=C/CCCCCCCC)=O.S(=O)(=O)(OCCCCCCCC\C=C/CCCCCCCC)O